dibenzoyl-1,4-diaminonaphthalene C(C1=CC=CC=C1)(=O)C=1C(=C(C2=CC=CC=C2C1N)N)C(C1=CC=CC=C1)=O